ethyl (S)-7-(3-chloro-4-fluorophenyl)chromane-2-carboxylate ClC=1C=C(C=CC1F)C1=CC=C2CC[C@H](OC2=C1)C(=O)OCC